Cl.N(C(=N)N)C1=CC=C(C(=O)NC=2C=C(CCNC(=O)C3NC(CC3)=O)C=CC2)C=C1 N-(3-(4-guanidinobenzamido)phenethyl)-5-oxopyrrolidine-2-carboxamide hydrochloride